FC(C=1N=CC=2N(C1)C(=CN2)C2=NC=CC(=N2)N2CCC(CCC2)N)F 1-(2-(6-(Difluoromethyl)imidazo[1,2-a]pyrazin-3-yl)pyrimidin-4-yl)azepan-4-amine